N[C@@H]1CCO[C@]12O[C@@H]([C@@H]([C@@H]([C@H]2O)N2N=NC(=C2)C2=CC(=C(C(=C2)F)F)F)O)CO (4R,5S,7R,8R,9S,10R)-4-amino-9-(4-(3,4,5-trifluorophenyl)-1H-1,2,3-triazol-1-yl)-7-(hydroxymethyl)-1,6-dioxaspiro[4.5]decane-8,10-diol